[C@@H]1([C@@H](O)[C@H](O)[C@H](O)[C@@H](O1)C)OC[C@@H]1[C@H](C[C@@H](O1)N1C(=O)NC(=O)C=C1)O 5'-O-α-L-fucosyl-2'-deoxyuridine